4-amino-N-(2-chloro-4-fluorobenzyl)-N-isopropylimidazo[1,5-a]quinoxaline-8-carboxamide NC=1C=2N(C3=CC(=CC=C3N1)C(=O)N(C(C)C)CC1=C(C=C(C=C1)F)Cl)C=NC2